4-(7-(3-Aminopiperidin-1-yl)-3-cyclohexyl-3H-imidazo[4,5-b]pyridin-2-yl)-2-fluorobenzonitrile NC1CN(CCC1)C1=C2C(=NC=C1)N(C(=N2)C2=CC(=C(C#N)C=C2)F)C2CCCCC2